2,6-Dimethyl-4-{5-[(7S)-7-(pyrrolidin-1-yl)-6,7,8,9-tetrahydro-5H-benzo[7]annulen-2-yl]-1H-pyrazolo[3,4-b]pyridin-3-yl}benzamide CC1=C(C(=O)N)C(=CC(=C1)C1=NNC2=NC=C(C=C21)C=2C=CC1=C(CC[C@H](CC1)N1CCCC1)C2)C